C(CCCCCNC(=N)NC#N)NC(=N)NC#N N,N'''-1,6-hexanediylbis[N'-cyanoguanidine]